NC(CC(C(F)(F)F)=O)C(F)(F)F 4-amino-1,1,1,5,5,5-hexafluoropentane-2-one